N-[3-(dimethylamino)propyl]-trimethyl-1,3-propylenediamine CN(CCCN(CCCN(C)C)C)C